BrC1=CC=C2C(=CNC2=C1)C(=O)O 6-bromo-1H-indole-3-carboxylic acid